(R)-2-methyl-N-(5-(3-methyl-1,2,4-oxadiazol-5-yl)-2,3-dihydro-1H-inden-1-yl)oxazole-5-carboxamide CC=1OC(=CN1)C(=O)N[C@@H]1CCC2=CC(=CC=C12)C1=NC(=NO1)C